C(C=C)(=O)NCC(=O)[NH-] acryloyl-glycyl-amide